3-(6-aminopyridin-3-yl)-3-methylpiperidine-2,6-dione NC1=CC=C(C=N1)C1(C(NC(CC1)=O)=O)C